4-((R)-3-methoxypyrrolidin-1-yl)but-2-en-1-one CO[C@H]1CN(CC1)CC=CC=O